3-chloro-5-cyclobutoxy-4-(5-(3,5-dimethylisoxazol-4-yl)-1-(tetrahydro-2H-pyran-4-yl)-1H-pyrrolo[2,3-b]pyridin-3-yl)benzoic acid ClC=1C=C(C(=O)O)C=C(C1C1=CN(C2=NC=C(C=C21)C=2C(=NOC2C)C)C2CCOCC2)OC2CCC2